N-[(1S)-1-[[2-chloro-5-(1-isopropyl-6-oxo-3-pyridyl)phenyl]methyl]-2-[3-fluoro-4-(3-methylimidazol-4-yl)anilino]-2-oxo-ethyl]-2-methyl-pyrazole-3-carboxamide ClC1=C(C=C(C=C1)C1=CN(C(C=C1)=O)C(C)C)C[C@@H](C(=O)NC1=CC(=C(C=C1)C=1N(C=NC1)C)F)NC(=O)C=1N(N=CC1)C